C(C=C)(=O)OCCOCCOC(C=C)=O Diethyleneglycol diacrylate